C(C)SC1=C(C(=CC=C1)F)C=1C(=CC2=C(N(C(N=C2N2[C@H](CN(CC2)C(=O)OC(C)(C)C)C)=O)C=2C(=NC=CC2C)C(C)C)N1)F tert-butyl (3S)-4-(7-(2-(ethylthio)-6-fluorophenyl)-6-fluoro-1-(2-isopropyl-4-methylpyridin-3-yl)-2-oxo-1,2-dihydropyrido[2,3-d]pyrimidin-4-yl)-3-methylpiperazine-1-carboxylate